1-(3-((tert-butoxycarbonyl)amino)propyl)-2-(((R)-1-(tert-butoxycarbonyl)pyrrolidin-3-yl)methyl)-1H-pyrazol-2-ium C(C)(C)(C)OC(=O)NCCCN1[N+](=CC=C1)C[C@H]1CN(CC1)C(=O)OC(C)(C)C